4-[4-(2-amino-1-hydroxyethyl)pyrazol-1-yl]-3-[6-(4-fluorophenyl)-2-methylpyrimidin-4-yl]oxybenzonitrile NCC(O)C=1C=NN(C1)C1=C(C=C(C#N)C=C1)OC1=NC(=NC(=C1)C1=CC=C(C=C1)F)C